4-((4-Nitrophenyl)thio)-N,N-dipropylaniline [N+](=O)([O-])C1=CC=C(C=C1)SC1=CC=C(N(CCC)CCC)C=C1